S1C=NC=C1C(=O)ON1C(CN(CC1)S(=O)(=O)C1=C(C=CC=C1Cl)Cl)C methyl-[4-(2,6-dichlorobenzenesulfonyl)-1-piperazinyl] thiazole-5-carboxylate